2-(1,5-dimethyl-3-(trifluoromethyl)-4,5-dihydro-1H-imidazo[1,5-a]pyrazolo[3,4-c]pyridin-7-yl)-1,1,1-trifluoropropan-2-ol CN1N=C(C2=C1C=1N(C(C2)C)C(=NC1)C(C(F)(F)F)(C)O)C(F)(F)F